ClC=1N=C2C(=C(C(N(C2=CC1)C)=O)C#N)N1CCN(CC1)CC1=C(C(=CC=C1)F)F 6-chloro-4-{4-[(2,3-difluorophenyl)methyl]piperazin-1-yl}-1-methyl-2-oxo-1,2-dihydro-1,5-naphthyridine-3-carbonitrile